CC(COC(C)=O)C(CC(CC(C)C)C)C 2,3,5,7-Tetramethyloctylacetat